FC1=C(C=C(C=C1)C1=NOC(=N1)C=1C=CC(N(N1)CCOC)=O)C 6-(3-(4-fluoro-3-methylphenyl)-1,2,4-oxadiazol-5-yl)-2-(2-methoxyethyl)pyridazin-3(2H)-one